C1(CC1)C1=C(C(=NO1)C1=C(C=CC=C1Cl)Cl)CO[C@@H]1[C@@H]2C(N([C@H](C1)C2)CC2=CC=C(C=C2)OC)=O (1S,4R,5S)-5-[[5-cyclopropyl-3-(2,6-dichlorophenyl)-1,2-oxazol-4-yl]methoxy]-2-[(4-methoxyphenyl)methyl]-2-azabicyclo[2.2.1]heptan-3-one